5-(cyclopropylmethoxy)-N-(5-{[(1S,2S)-2-hydroxycyclohexyl]carbamoyl}-2-methylphenyl)pyridine-3-carboxamide C1(CC1)COC=1C=C(C=NC1)C(=O)NC1=C(C=CC(=C1)C(N[C@@H]1[C@H](CCCC1)O)=O)C